ClC=1C=C(OC=2N=NN(C2C(=O)O)COC(C(C)C)=O)C=CC1Cl 4-(3,4-dichlorophenoxy)-1-((isobutyryloxy)methyl)-1H-1,2,3-triazole-5-carboxylic acid